COC1=CC=C(C=C1)C#CN1C(CC=CC=C1)=O 1-((4-methoxyphenyl)ethynyl)azepin-2-one